[2-[(8S,9S,10R,13S,14S,17S)-10,13-dimethyl-3-oxo-1,2,6,7,8,9,11,12,14,15,16,17-dodecahydrocyclopenta[a]phenanthren-17-yl]-2-oxoethyl]acetate C[C@]12[C@H]3CC[C@@]4([C@H](CC[C@H]4[C@@H]3CCC2=CC(CC1)=O)C(COC(C)=O)=O)C